tert-butyl 3-cyclobutyl-3-oxo-propanoate C1(CCC1)C(CC(=O)OC(C)(C)C)=O